N-benzyl-N-((6-(4-chlorophenyl)imidazo[2,1-b]thiazol-5-yl)methyl)-2-(3,4-dichlorophenyl)ethan-1-amine C(C1=CC=CC=C1)N(CCC1=CC(=C(C=C1)Cl)Cl)CC1=C(N=C2SC=CN21)C2=CC=C(C=C2)Cl